7-(3,6-dihydro-2H-pyran-4-yl)-1-oxo-1H-isoquinoline-2,3-dicarboxylic acid 2-tert-butyl ester C(C)(C)(C)OC(=O)N1C(C2=CC(=CC=C2C=C1C(=O)O)C=1CCOCC1)=O